3-chloromethyl-6-methoxy-8-hydroxyisocoumarin ClCC=1OC(=O)C2=C(C=C(C=C2C1)OC)O